dodecylbenzenesulfonate (dodecyl benzenesulfonate) C(CCCCCCCCCCC)C1=C(C=CC=C1)S(=O)(=O)O.C(CCCCCCCCCCC)OS(=O)(=O)C1=CC=CC=C1